ethyl (E)-3-(2-amino-5-(benzylthio)-4-fluorophenyl)acrylate NC1=C(C=C(C(=C1)F)SCC1=CC=CC=C1)/C=C/C(=O)OCC